N-[(2-chlorophenyl)-methyl]-N-[2-ethyl-4-oxo-3-[[1-[2-(2H-tetrazol-5-yl)phenyl]-4-piperidyl]methyl]quinazolin-6-yl]thiophene-2-carboxamide ClC1=C(C=CC=C1)CN(C(=O)C=1SC=CC1)C=1C=C2C(N(C(=NC2=CC1)CC)CC1CCN(CC1)C1=C(C=CC=C1)C=1N=NNN1)=O